C(C)(C)N1N=CC=2C1=NC=NC2NC=2N=CN(C2)C2=CC(=C(C(=C2)OC)OC)OC 1-isopropyl-N-(1-(3,4,5-trimethoxyphenyl)-1H-imidazol-4-yl)-1H-pyrazolo[3,4-d]pyrimidin-4-amine